4-pentoxy-N,N-dibutylbutanamide C(CCCC)OCCCC(=O)N(CCCC)CCCC